BrC1=NC=C(C(=C1)[Si](CC)(CC)CC)Cl 2-bromo-5-chloro-4-(triethylsilyl)pyridine